4-(dimethylamino)-N-(1-(5-methylthiophene-2-carbonyl)azetidin-3-yl)but-2-enamide CN(CC=CC(=O)NC1CN(C1)C(=O)C=1SC(=CC1)C)C